1-Methyl-1,2-dihydro-3H-pyrrolo[2,3-c]quinoline-3-carboximidamide hydrochloride Cl.CC1CN(C=2C=NC=3C=CC=CC3C21)C(N)=N